N1CCCCC12CN(CCC2)C2=C1C(=NC=C2)N(C=C1C1=NC=CN=C1)COCC[Si](C)(C)C 2-[[4-(1,8-diazaspiro[5.5]undecan-8-yl)-3-pyrazin-2-yl-pyrrolo[2,3-b]pyridin-1-yl]methoxy]ethyl-trimethyl-silane